bis-[4-(benzenesulfonyloxy)phenyl]urea C1(=CC=CC=C1)S(=O)(=O)OC1=CC=C(C=C1)NC(NC1=CC=C(C=C1)OS(=O)(=O)C1=CC=CC=C1)=O